C1(CC1)C=1N=NN(C1)[C@H](C(=O)N1[C@@H](C[C@H](C1)O)C(=O)NC(C)C1=NN2C(CCCC2)=C1)C(C)(C)C (2S,4r)-1-[(2S)-2-(4-cyclopropyl-triazol-1-yl)-3,3-dimethyl-butyryl]-4-hydroxy-N-[1-(4,5,6,7-tetrahydropyrazolo[1,5-a]pyridin-2-yl)ethyl]pyrrolidine-2-carboxamide